NC1=CC=C(C=C1)C(C(=O)O)C 2-(4-aminophenyl)propionic acid